O=C1NC=2C(=NC=CC2)N1C1CCN(CC1)C(=O)OC(C)(C)C tert-Butyl 4-(2-oxo-1,2-dihydro-3H-imidazo[4,5-b]pyridin-3-yl)piperidine-1-carboxylate